C(C)OC(=O)C1CCC(CC1)N1N=C(C(=C1N)C(N)=O)C1=CC=C(C=C1)Br 4-[5-Amino-3-(4-bromophenyl)-4-carbamoyl-pyrazol-1-yl]cyclohexanecarboxylic acid ethyl ester